4-((8-methyl-2,3-dihydro-1H-pyrido[2,3-b][1,4]oxazin-7-yl)amino)-N-(2-methyl-3-oxo-1,2,3,4-tetrahydroisoquinolin-7-yl)-2-oxo-1,2-dihydropyridine-3-carboxamide CC1=C(C=NC=2OCCNC21)NC2=C(C(NC=C2)=O)C(=O)NC2=CC=C1CC(N(CC1=C2)C)=O